N-(2-(piperidin-1-ylsulfonyl)benzyl)-4-(trifluoromethoxy)benzenesulfonamide N1(CCCCC1)S(=O)(=O)C1=C(CNS(=O)(=O)C2=CC=C(C=C2)OC(F)(F)F)C=CC=C1